C(C)(C)(C)C1=CC(=NO1)NC(=O)NC=1C=CC2=C(C=C(O2)C(=O)C=2NC3=CC=C(C(=C3C2)CN2CCN(CC2)C(C)C)O)C1 1-(5-(tert-Butyl)isoxazol-3-yl)-3-(2-(5-hydroxy-4-((4-isopropylpiperazin-1-yl)methyl)-1H-indole-2-carbonyl)benzofuran-5-yl)urea